N-(3-(4-(2,4-difluorobenzyloxy)-3-bromo-6-methyl-2-oxopyridin-1(2H)-yl)benzyl)-2-hydroxyacetamide FC1=C(COC2=C(C(N(C(=C2)C)C=2C=C(CNC(CO)=O)C=CC2)=O)Br)C=CC(=C1)F